(R)-2-(6-cyano-1-(2-(5-fluoro-2-methoxyphenyl)-2-((tetrahydro-2H-pyran-4-yl)oxy)ethyl)-5-methyl-2,4-dioxo-1,2-dihydrothieno[2,3-d]pyrimidin-3(4H)-yl)-2-methylpropanoic acid C(#N)C1=C(C2=C(N(C(N(C2=O)C(C(=O)O)(C)C)=O)C[C@H](OC2CCOCC2)C2=C(C=CC(=C2)F)OC)S1)C